isocyanatomethylene-3,5,5-trimethylcyclohexyl isocyanate N(=C=O)C=C1C(CC(CC1C)(C)C)N=C=O